3-[[2-[(4-azidobenzoyl)amino]ethyl]dithio]propanoic acid N(=[N+]=[N-])C1=CC=C(C(=O)NCCSSCCC(=O)O)C=C1